tyrosine methyl ester azide [N-]=[N+]=[N-].COC([C@@H](N)CC1=CC=C(C=C1)O)=O